BrC=1C(=NC=NC1OC)NC12CC(C1)(C2)N2CCOCC2 5-bromo-6-methoxy-N-(3-morpholinobicyclo[1.1.1]pentan-1-yl)pyrimidin-4-amine